2-(3-((2S,4R)-4-methyl-2-(4-methyl-4H-1,2,4-triazol-3-yl)oxetan-2-yl)phenyl)-6-(((1-methylcyclobutyl)amino)methyl)-4-(trifluoromethyl)isoindolin-1-one C[C@@H]1C[C@@](O1)(C1=NN=CN1C)C=1C=C(C=CC1)N1C(C2=CC(=CC(=C2C1)C(F)(F)F)CNC1(CCC1)C)=O